(R)-(3-(difluoromethyl)-1-methyl-1H-1,2,4-triazol-5-yl)(4-(4-(trifluoromethyl)pyrazolo[1,5-a]pyridin-2-yl)-6,7-dihydro-1H-imidazo[4,5-c]pyridin-5(4H)-yl)methanone FC(C1=NN(C(=N1)C(=O)N1[C@H](C2=C(CC1)NC=N2)C2=NN1C(C(=CC=C1)C(F)(F)F)=C2)C)F